ClC=1C=C(C=CC1)[C@@H](CO)NC(=O)NC=1C=NN(C1)C1=CC(=NC=C1)NC1=CC=CC=C1 (S)-1-(1-(3-chlorophenyl)-2-hydroxyethyl)-3-(1-(2-(phenylamino)pyridin-4-yl)-1H-pyrazol-4-yl)urea